2-ethyl-9-(n-heptyloxycarbonyloxy)anthracene C(C)C1=CC2=C(C3=CC=CC=C3C=C2C=C1)OC(=O)OCCCCCCC